C1=CC=CC=2C3=CC=CC=C3N(C12)C1=CC=C(C=C1)C1=C(C(=C(C(=C1C1=CC=C(C=C1)N1C2=CC=C(C=C2C=2C=C(C=CC12)C)C)C1=CC=C(C=C1)N1C2=CC=C(C=C2C=2C=C(C=CC12)C)C)C#N)C=1SC2=C(N1)C=CC=C2)C2=CC=C(C=C2)N2C1=CC=C(C=C1C=1C=C(C=CC21)C)C 6'-(4-(9H-carbazol-9-yl)phenyl)-4'-(benzo[d]thiazol-2-yl)-4,4''-bis(3,6-dimethyl-9H-carbazol-9-yl)-5'-(4-(3,6-dimethyl-9H-carbazol-9-yl)phenyl)-[1,1':2',1''-terphenyl]-3'-carbonitrile